trans-[4-[(8-chloro-2-methyl-[1,2,4]triazolo[1,5-a]pyridin-6-yl)methyl]cyclohexyl]-[(3S)-3-(5-fluoro-6-methylpyridin-3-yl)-1,2-oxazolidin-2-yl]methanone ClC=1C=2N(C=C(C1)C[C@@H]1CC[C@H](CC1)C(=O)N1OCC[C@H]1C=1C=NC(=C(C1)F)C)N=C(N2)C